tert-butyl 6-((N-(2-(tert-butoxy)-2-oxoethyl)acrylamido)methyl)-8-(4-(trifluoromethyl)phenyl)-3,4-dihydroisoquinoline-2(1H)-carboxylate C(C)(C)(C)OC(CN(C(C=C)=O)CC=1C=C2CCN(CC2=C(C1)C1=CC=C(C=C1)C(F)(F)F)C(=O)OC(C)(C)C)=O